C(C1=CC=CC=C1)N1CN([C@H](C1)C(=O)OC)C(=O)C1[N@@](C1)C(C1=CC=CC=C1)(C1=CC=CC=C1)C1=CC=CC=C1 methyl (R)-1-benzyl-3-((R)-1-tritylaziridine-2-carbonyl)imidazolidine-4-carboxylate